O[C@@H]1C[C@H](N(C1)C(C(C(C)C)C1=CC(=NO1)OC)=O)C=1N(C=CN1)CC1=CC=CC2=CC=CC=C12 1-[(2S,4R)-4-hydroxy-2-[1-(naphthalen-1-ylmethyl)imidazol-2-yl]pyrrolidin-1-yl]-2-(3-methoxy-1,2-oxazol-5-yl)-3-methylbutan-1-one